C(C)OC(=O)C1CCN(CC1)C1=CC=C(C(=N1)F)C=1SC=2C(N(CCC2N1)C(=O)OC(C)(C)C)=O tert-butyl 2-(6-(4-(ethoxycarbonyl) piperidin-1-yl)-2-fluoropyridin-3-yl)-4-oxo-6,7-dihydrothiazolo[5,4-c]pyridine-5(4H)-carboxylate